C[Si](OC(C)C)(OC(C)C)C dimethyl-diisopropoxysilane